7-(4-(benzo[d]thiazol-2-yl)-3-fluorophenoxy)-N-hydroxyheptanamide S1C(=NC2=C1C=CC=C2)C2=C(C=C(OCCCCCCC(=O)NO)C=C2)F